(R)-3-(5-chloro-6-(1-phenylethoxy)benzo[d]isoxazol-3-yl)propanoic acid ClC=1C(=CC2=C(C(=NO2)CCC(=O)O)C1)O[C@H](C)C1=CC=CC=C1